(R)-2-(3-Fluoro-5-methoxybenzyl)-7-(3-fluoropyridin-4-yl)hexahydroimidazo[1,5-a]pyrazin-3(2H)-one FC=1C=C(CN2C(N3[C@H](CN(CC3)C3=C(C=NC=C3)F)C2)=O)C=C(C1)OC